C(=O)OC(C(=O)OC)(C)C methyl 2-(formyloxy)-2-methylpropanoate